tetra-acrylic acid diacrylate C(C=C)(=O)O.C(C=C)(=O)O.C(C=C)(=O)O.C(C=C)(=O)O.C(C=C)(=O)O.C(C=C)(=O)O